NC=1C=C(C=C(C1)C(F)(F)F)[C@@H](C)NC1=NC(=NC2=C3C(=C(C=C12)N1CCOCC1)O[C@@H](C3)C)C (R)-N-((R)-1-(3-amino-5-(trifluoromethyl)phenyl)ethyl)-2,8-dimethyl-6-morpholino-8,9-dihydrofuro[2,3-h]quinazolin-4-amine